tert-butyl (S)-3-((5-benzyl-4,5,6,7-tetrahydrothiazolo[5,4-c]pyridin-2-yl)carbamoyl)pyrrolidine-1-carboxylate C(C1=CC=CC=C1)N1CC2=C(CC1)N=C(S2)NC(=O)[C@@H]2CN(CC2)C(=O)OC(C)(C)C